C(#CCC)[Si](C)(C)C but-1-ynyl-trimethylsilane